(3R)-7-[5-(1-acetyl-4-piperidyl)-1,3,4-oxadiazol-2-yl]-3-amino-5-[(4-chlorophenyl)methyl]-8-fluoro-1,1-dioxo-2,3-dihydro-1lambda6,5-benzothiazepin-4-one C(C)(=O)N1CCC(CC1)C1=NN=C(O1)C=1C(=CC2=C(N(C([C@H](CS2(=O)=O)N)=O)CC2=CC=C(C=C2)Cl)C1)F